2-(4-(5-amino-4-cyano-1-(1-hydroxy-2-methylpropan-2-yl)-1H-pyrazol-3-yl)phenyl)-N-(3-neopentylisoxazol-5-yl)acetamide NC1=C(C(=NN1C(CO)(C)C)C1=CC=C(C=C1)CC(=O)NC1=CC(=NO1)CC(C)(C)C)C#N